N-(3-iodo-4-methoxyphenyl)-4-((2-methylpiperidin-1-yl)sulfonyl)benzamide IC=1C=C(C=CC1OC)NC(C1=CC=C(C=C1)S(=O)(=O)N1C(CCCC1)C)=O